4-cyclohexanediheptanol C1(CCC(CC1)CCCCCCCO)CCCCCCCO